O[C@H]1C[C@@H](N(C1)C(=O)OC(C)(C)C)C(=O)OC 1-(tert-butyl) 2-methyl (2R,4S)-4-hydroxypyrrolidine-1,2-dicarboxylate